C(C)(C)(C)OC(=O)NC1CC(CCC1)C(=O)O 3-(tert-butoxycarbonylamino)cyclohexanecarboxylic acid